ClC1=CC=C(C(=O)N[C@H]2C[C@H](CCC2)NC2=CC(=NC3=CC=C(C=C23)F)C(F)(F)F)C=C1 4-chloro-N-[(1R,3S)-3-{[6-fluoro-2-(trifluoromethyl)quinolin-4-yl]amino}cyclohexyl]benzamide